2-amino-3-(4-(2,2-diphenylethyl)-phenyl)propanoic acid NC(C(=O)O)CC1=CC=C(C=C1)CC(C1=CC=CC=C1)C1=CC=CC=C1